1-(4-(3-((4-amino-5-(6-methoxypyridin-2-yl)-7-methyl-7H-pyrrolo[2,3-d]pyrimidin-6-yl)ethynyl)azetidin-1-yl)piperidin-1-yl)prop-2-en-1-one NC=1C2=C(N=CN1)N(C(=C2C2=NC(=CC=C2)OC)C#CC2CN(C2)C2CCN(CC2)C(C=C)=O)C